COCCN1CC2=CC=C(C=C2C1)N 2-(2-methoxyethyl)isoindolin-5-amine